azolo[4,3-c]pyridinylglycine C=1(NC=C2C=NC=CC21)NCC(=O)O